(S)-ethyl 2-(3-(4-((((9H-fluoren-9-yl)methoxy)carbonyl)amino)phenyl)-2-aminopropanamido)-2-methylpropanoate C1=CC=CC=2C3=CC=CC=C3C(C12)COC(=O)NC1=CC=C(C=C1)C[C@@H](C(=O)NC(C(=O)OCC)(C)C)N